5-amino-N-[2-(3-amino-4-ethoxypyrrolidin-1-yl)-5,6,7,8-tetrahydroquinolin-6-yl]-2,4-dimethylthieno[2,3-d]pyrimidine-6-carboxamide NC1=C(SC=2N=C(N=C(C21)C)C)C(=O)NC2CC=1C=CC(=NC1CC2)N2CC(C(C2)OCC)N